OC=1C2=C(N=C(N1)C)C=NC(=C2)N2[C@H](CN(CC2)C(=O)OC(C)(C)C)C (S)-tert-butyl 4-(4-hydroxy-2-methylpyrido[3,4-d]pyrimidin-6-yl)-3-methylpiperazine-1-carboxylate